C12(CC3CC(CC(C1)C3)C2)NCCCCC#CC2=C3CN(C(C3=CC=C2)=O)C2C(NC(CC2)=O)=O 3-(4-(6-((adamantan-1-yl)amino)hex-1-yn-1-yl)-1-oxoisoindolin-2-yl)piperidine-2,6-dione